O1C(COCC1)C=1N=C2N(C=C(C(=C2)C(=O)N)NC(=O)C2=NC(=CC=C2)C(F)(F)F)C1 2-(1,4-dioxan-2-yl)-6-[[6-(trifluoromethyl)pyridine-2-carbonyl]amino]imidazo[1,2-a]pyridine-7-carboxamide